COC=1C=C(C=CC1)C1=NC(=NC=C1)N 4-(3-methoxyphenyl)pyrimidine-2-amine